di-propyl-biphenyl-2,2'-diol C(CC)C=1C(=C(C(=CC1)C=1C(=CC=CC1)O)O)CCC